4-hydroxyphenyl-(o-methyl-benzyl)-methyl-sulfonium Sodium mono-ethyl-terephthalate C(C)OC(C1=CC=C(C(=O)[O-])C=C1)=O.[Na].OC1=CC=C(C=C1)[S+](C)CC1=C(C=CC=C1)C